(R)-4-(4-chloro-2-oxopyridin-1(2H)-yl)-2-methyl-2-(methylsulfonyl)-butyric acid ClC1=CC(N(C=C1)CC[C@](C(=O)O)(S(=O)(=O)C)C)=O